BrC=1C=C(C2=CC=CC=C2C1)C1(CC1)NC(=O)C=1C=C(CNC(OC(C)(C)C)=O)C=CC1C tert-butyl (3-((1-(3-bromonaphthalen-1-yl)cyclopropyl)carbamoyl)-4-methylbenzyl)carbamate